COCC(CN1CCC(CC1)NC1=C2C=C(N(C2=CC=C1)CC(F)(F)F)C#CCNC1=C(C=C(C=C1)S(=O)(=O)NC(CC)=O)OC)OC(CC)=O 1-methoxy-3-(4-{[2-(3-{[2-methoxy-4-(propanamidosulfonyl)phenyl]amino}prop-1-yn-1-yl)-1-(2,2,2-trifluoroethyl)-1H-indol-4-yl]amino}piperidin-1-yl)propan-2-ylpropanoate